F[C@]1(C=2C=CC=NC2[C@H](CC1)F)C(=O)OC (5R,8S)-methyl 5,8-difluoro-5,6,7,8-tetrahydroquinoline-5-carboxylate